2-(4-(benzo[C][1,2,5]thiadiazole-5-yl-methyl)piperazin-1-yl)ethane N=1SN=C2C1C=CC(=C2)CN2CCN(CC2)CC